O=C=CC1=CC=CC=C1 keto-ethenyl-benzene